(5-methylthienyl)(methyl)methylene(cyclopentadienyl)(fluorenyl)hafnium CC1=CC=C(S1)C(=[Hf](C1=CC=CC=2C3=CC=CC=C3CC12)C1C=CC=C1)C